OCC([C@H](C[C@@H]1C(NCC1)=O)NC(=O)[C@@H]1N(CCN(C1)C1=CC=CC=C1)C(=O)C1(C2=CC=CC=C2C=2C=CC=CC12)O)=O (R)-N-((S)-4-hydroxy-3-oxo-1-((R)-2-oxopyrrolidin-3-yl)butan-2-yl)-1-(9-hydroxy-9H-fluorene-9-carbonyl)-4-phenylpiperazine-2-carboxamide